4-{4-[3-bromo-5-(trifluoromethyl)phenoxy]-3-methoxyphenyl}-2H,4H,5H,6H,7H-pyrazolo[3,4-b]pyridin-6-one BrC=1C=C(OC2=C(C=C(C=C2)C2C=3C(NC(C2)=O)=NNC3)OC)C=C(C1)C(F)(F)F